N1CCC(CC1)CNS(=O)(=O)C1=CC=C(C=C1)OC(F)(F)F N-(4-piperidinylmethyl)-4-(trifluoromethoxy)benzenesulfonamide